F[B-](F)(F)F.C[N+]1=CNC=C1 3-Methyl-imidazolium tetrafluoro-borat